3-mercapto-methylpropyltrimethoxysilane SCCC[Si](OCC)(OC)OC